FC(CN(C=1C=C(N(N1)C)C(=O)C=1C=C(C#N)C=CC1)CC)F 3-[5-[2,2-difluoroethyl-(ethyl)amino]-2-methylpyrazole-3-carbonyl]benzonitrile